4'-chloro-3'-(trifluoromethyl)-[1,1'-biphenyl]-4-carbaldehyde ClC1=C(C=C(C=C1)C1=CC=C(C=C1)C=O)C(F)(F)F